BrC1=CC=C2C(=N1)NN=C2C2=NC1=C(N2COCC[Si](C)(C)C)CN(C1)C(=O)OC(C)(C)C Tert-butyl 2-(6-bromo-1H-pyrazolo[3,4-b]pyridine-3-yl)-1-((2-(trimethylsilyl)ethoxy)methyl)-4,6-dihydropyrrolo[3,4-d]imidazol-5(1H)-carboxylate